methyl 6-chloro-3-(cyanomethyl)pyridine-2-carboxylate ClC1=CC=C(C(=N1)C(=O)OC)CC#N